O=C1NC(=NO1)CCCC(=O)O 4-(5-Oxo-4,5-dihydro-1,2,4-oxadiazol-3-yl)butanoic acid